N-(3-(2-methylmorpholino)-1H-pyrazol-4-yl)pyrazolo[1,5-a]pyrimidine-3-carboxamide CC1OCCN(C1)C1=NNC=C1NC(=O)C=1C=NN2C1N=CC=C2